O1CCC(CC1)CNC1=C2C(=NC=C1N)C=CS2 N7-((tetrahydro-2H-pyran-4-yl)methyl)thieno[3,2-b]pyridine-6,7-diamine